(N,N-dimethylamino)methylethoxysilane CN(C)C[SiH2]OCC